2-(3-((2-Ethyl-4-oxo-5,6,7,8-tetrahydroquinazolin-3(4H)-yl)methyl)isoxazol-5-yl)-5-fluoro-4-methoxybenzonitrile C(C)C1=NC=2CCCCC2C(N1CC1=NOC(=C1)C1=C(C#N)C=C(C(=C1)OC)F)=O